4-(4-amino-2-(1-ethyl-1H-pyrazole-4-yl)-5-methoxyphenyl)piperazine-1-carboxylate NC1=CC(=C(C=C1OC)N1CCN(CC1)C(=O)[O-])C=1C=NN(C1)CC